bis(4-methoxyphenyl)phosphine oxide COC1=CC=C(C=C1)P(C1=CC=C(C=C1)OC)=O